CC(=C(C(=O)O)C)C.CC(CC)(C)C trimethylpropane tri(methyl)acrylate